N-(4-(2-methoxybenzyloxy)phenyl)-3,4-dihydro-2H-[1,4]oxazino[2,3-f]quinazolin-10-amine COC1=C(COC2=CC=C(C=C2)NC2=NC=NC3=CC=C4C(=C23)OCCN4)C=CC=C1